N,N'-dimethyl-N-ethyl-ethylenediamine CN(CCNC)CC